(ADAMANTAN-1-YL)-2-((6-(3,3-DIFLUOROAZETIDIN-1-YL)-2-(METHYLTHIO)PYRIMIDIN-4-YL)OXY)ACETAMIDE C12(CC3CC(CC(C1)C3)C2)C(C(=O)N)OC2=NC(=NC(=C2)N2CC(C2)(F)F)SC